C1=NC=C(C2=CC=CC=C12)N1C(N(CC1C#N)C1CC(CC1)=O)=O 3-(isoquinolin-4-yl)-2-oxo-1-(3-oxocyclopentyl)imidazoline-4-carbonitrile